C(C)OC(=O)C=1N=C2N(C3=C(C=CC=C3C=C2C(N)=O)OC)C1 4-carbamoyl-9-methoxyimidazo[1,2-a]quinoline-2-carboxylic acid ethyl ester